(1-(isocyanatomethyl)cyclopropyl)-4-methylthiophene N(=C=O)CC1(CC1)C=1SC=C(C1)C